COC1=NC=C(C(=N1)OC)C=1C=C(C=2N(N1)C=CN2)[C@@H]2[C@H](C2)C=2C=NC(=NC2)C(F)(F)F 6-(2,4-dimethoxypyrimidin-5-yl)-8-((1S,2S)-2-(2-(trifluoromethyl)pyrimidin-5-yl)cyclopropyl)imidazo[1,2-b]pyridazine